(S,E)-4'-(2-(Hydroxymethyl)-4-(methoxyimino)pyrrolidine-1-carbonyl)-2-methyl-2'-(trifluoromethoxy)-[1,1'-biphenyl]-3-carbonitrile OC[C@H]1N(C/C(/C1)=N/OC)C(=O)C1=CC(=C(C=C1)C1=C(C(=CC=C1)C#N)C)OC(F)(F)F